O1CCOC12CC=C(CC2)C=2C=C1CN3[C@@H](C1=CC2)CN(C[C@H]3C)C3=CC(N(C2=NC=CC=C32)C)=O 4-[(4R,10bS)-8-(1,4-dioxaspiro[4.5]dec-7-en-8-yl)-4-methyl-3,4,6,10b-tetrahydro-1H-pyrazino[2,1-a]isoindol-2-yl]-1-methyl-1,8-naphthyridin-2-one